N-([1,2,4]triazolo[4,3-a]pyrazin-6-yl)-2-(4-isopropyl-1-oxo-6-(trifluoromethyl)phthalazin-2(1H)-yl)acetamide N=1N=CN2C1C=NC(=C2)NC(CN2C(C1=CC=C(C=C1C(=N2)C(C)C)C(F)(F)F)=O)=O